C(CCC)NC(=O)N(C(CC#N)=O)C1CCC2(CN(C2)C(=O)OC(C)(C)C)CC1 tert-butyl 7-(N-(butylcarbamoyl)-2-cyanoacetamido)-2-azaspiro[3.5]nonane-2-carboxylate